C1(=CC=CC2=CC=CC=C12)N(C1=CC=C(C=C1)C1=CC=C(C=C1)N(C1=CC=C(C=C1)C=C)C1=CC=CC2=CC=CC=C12)C1=CC=C(C=C1)C=C N,N'-bis(naphthalen-1-yl)-N,N'-bis(4-vinylphenyl)biphenyl-4,4'-diamine